(7-methoxy-4-(2-methyl-4-phenylthiazol-5-yl)quinazolin-6-yl)cyclopropanecarboxamide COC1=C(C=C2C(=NC=NC2=C1)C1=C(N=C(S1)C)C1=CC=CC=C1)C1(CC1)C(=O)N